octaphenylcyclotetrasiloxane C1(=CC=CC=C1)[Si]1(O[Si](O[Si](O[Si](O1)(C1=CC=CC=C1)C1=CC=CC=C1)(C1=CC=CC=C1)C1=CC=CC=C1)(C1=CC=CC=C1)C1=CC=CC=C1)C1=CC=CC=C1